1-allyloxy-3-dec-9-enoxy-propan-2-one C(C=C)OCC(COCCCCCCCCC=C)=O